C(CCCCCCCS)S 1,8-Octandithiol